ClC1=C(C=CC(=C1)NC1C(NC(CC1)=O)=O)N1CCC(CC1)C=O 1-(2-chloro-4-((2,6-dioxopiperidin-3-yl)amino)phenyl)piperidine-4-carbaldehyde